ethyl-1-pyrrolidinylethanol C(C)C(C)(O)N1CCCC1